C1CCN2CCC3=C(C12)C=CC=1C=2C=CC=CC2C=CC13 PHENANTHROINDOLIZIDINE